CC1(CN(CCN1C(=O)C=1C=CC2=C(N(C=N2)C)C1)C(C(=O)N)C)C 2-(3,3-dimethyl-4-(1-methyl-1H-benzo[d]imidazole-6-carbonyl)piperazin-1-yl)propanamide